octadecyl (tert-butoxycarbonyl)phenylalaninate C(C)(C)(C)OC(=O)N[C@@H](CC1=CC=CC=C1)C(=O)OCCCCCCCCCCCCCCCCCC